tert-butyl (trans)-4-[((3-oxo-2,3-dihydro-1H-isoindol-5-yl)oxy)methyl]-5-[4-(2-oxo-3,4,5,6-tetrahydro-1,2,6-oxathiazin-6-yl)phenyl]azepane-1-carboxylate O=C1NCC2=CC=C(C=C12)OC[C@@H]1CCN(CC[C@H]1C1=CC=C(C=C1)N1CCCS(O1)=O)C(=O)OC(C)(C)C